2-((allyloxy)carbonyl)-2,6-diazaspiro[3.4]octane-7-carboxylic acid C(C=C)OC(=O)N1CC2(C1)CNC(C2)C(=O)O